BrC1=CN(C=2N=CN=C(C21)N2[C@H](CN(CC2)C(=O)OC(C)(C)C)C)C2=CC(=CC=C2)Cl tert-Butyl (S)-4-(5-bromo-7-(3-chlorophenyl)-7H-pyrrolo[2,3-d]pyrimidin-4-yl)-3-methylpiperazine-1-carboxylate